The molecule is a 2-acyl-sn-glycero-3-phosphoethanolamine in which the acyl group is specified as (5Z,13E,15S)-11alpha,15-dihydroxy-9-oxoprosta-5,13-dien-1-oyl It has a role as a mouse metabolite and a human xenobiotic metabolite. It is a 2-acyl-sn-glycero-3-phosphoethanolamine and a prostanoid. It derives from a prostaglandin E2. It is a tautomer of a 2-[(5Z,13E,15S)-11alpha,15-dihydroxy-9-oxoprosta-5,13-dien-1-oyl]-sn-glycero-3-phosphoethanolamine zwitterion. CCCCC[C@@H](/C=C/[C@H]1[C@@H](CC(=O)[C@@H]1C/C=C\\CCCC(=O)O[C@H](CO)COP(=O)(O)OCCN)O)O